ClC=1C(=C(CNC(=O)C=2N=CN(C2)C2=NC(=NC=C2C)NC2CCOCC2)C=C(C1)F)CO N-(3-chloro-5-fluoro-2-(hydroxy-methyl)-benzyl)-1-(5-methyl-2-((tetrahydro-2H-pyran-4-yl)amino)-pyrimidin-4-yl)-1H-imidazole-4-carboxamide